3-methyl-1,2,4-triazole Ethyl-20-amino-20-ethyl-2,2-dimethyl-4-oxo-3,8,11,14,17-pentaoxa-5-azahenicosan-21-oate C(C)OC(C(CCOCCOCCOCCOCCNC(OC(C)(C)C)=O)(CC)N)=O.CC1=NNC=N1